6-Aminobenzo[d][1,3]dioxol-5-yl-propan-2-ol NC=1C(=CC2=C(OCO2)C1)CC(C)O